C(C)OCCC=C(C(=O)O)C.C(C(=C)C)(=O)OCCOCC 2-ethoxyethyl methacrylate (2-Ethoxyethyl Methacrylate)